NC1=C(C=C(C(=O)N2[C@H](CCCC2)C#CC#CC2=C3CN(C(C3=CC=C2)=O)C2C(NC(CC2)=O)=O)C=C1)OC 3-(4-{4-[(2R)-1-(4-amino-3-methoxybenzoyl)piperidin-2-yl]buta-1,3-diyn-1-yl}-1-oxo-3H-isoindol-2-yl)piperidine-2,6-dione